1-(2-Aminoethyl)-2-(4-chlorobenzyl)-5-(3,5-difluorobenzyl)-1,2,4,5,6,7-hexahydro-3H-pyrazolo[4,3-c]pyridin-3-one NCCN1N(C(C=2CN(CCC21)CC2=CC(=CC(=C2)F)F)=O)CC2=CC=C(C=C2)Cl